ClC=1C(=C2C(=NC1)NC(=N2)C2=CC=C(C=C2)N2CCN(CC2)C2=CC=NC=C2)NC2CCN(CC2)C 6-Chloro-N-(1-methylpiperidin-4-yl)-2-[4-(4-pyridin-4-ylpiperazin-1-yl)phenyl]-3H-imidazo[4,5-b]pyridin-7-amine